(S)-3-(2-(4-(4-chlorophenyl)-2,3,9-trimethyl-6H-thieno[3,2-f][1,2,4]triazolo[4,3-a][1,4]diazepin-6-yl)acetamido)propanoic acid ClC1=CC=C(C=C1)C1=N[C@H](C=2N(C3=C1C(=C(S3)C)C)C(=NN2)C)CC(=O)NCCC(=O)O